(4-(1-(3-morpholino-propyl)-1H-indazol-4-yl)indolin-1-yl)(5,6,7,8-tetrahydroimidazo[1,2-a]pyrazin-2-yl)methanone O1CCN(CC1)CCCN1N=CC2=C(C=CC=C12)C1=C2CCN(C2=CC=C1)C(=O)C=1N=C2N(CCNC2)C1